tert-butyl 2'-(bromomethyl)-6'-(4-(trifluoromethyl)cyclohexyl)-[1,1'-biphenyl]-2-carboxylate BrCC1=C(C(=CC=C1)C1CCC(CC1)C(F)(F)F)C=1C(=CC=CC1)C(=O)OC(C)(C)C